(S)-2-(2,5-difluoro-4-(6-((5-(trifluoromethyl)furan-2-yl)methoxy)pyridin-2-yl)benzyl)-1-(oxetan-2-ylmethyl)-1H-benzo[d]imidazole-6-carboxylic acid FC1=C(CC2=NC3=C(N2C[C@H]2OCC2)C=C(C=C3)C(=O)O)C=C(C(=C1)C1=NC(=CC=C1)OCC=1OC(=CC1)C(F)(F)F)F